C(CCCCCCCCCCC)OC1=CC=C(C=C1)OCCCCCCCCCCCC 2,5-didodecyloxybenzene